BrC=1C(=NC(=CC1N)C=1SC=CN1)C1=NC(=NC=C1)S(=O)(=O)C 3-bromo-2-(2-(methylsulfonyl)pyrimidin-4-yl)-6-(thiazol-2-yl)pyridin-4-amine